[In].[Co] cobalt-indium